4-[3-[2,6-difluoro-3-(phenylsulfamoylamino)benzoyl]-1H-pyrazolo[3,4-b]pyridin-5-yl]benzenesulfonamide FC1=C(C(=O)C2=NNC3=NC=C(C=C32)C3=CC=C(C=C3)S(=O)(=O)N)C(=CC=C1NS(NC1=CC=CC=C1)(=O)=O)F